N-[3-(2-furyl)acryloyl]-L-phenylalanyl-glycine O1C(=CC=C1)C=CC(=O)N[C@@H](CC1=CC=CC=C1)C(=O)NCC(=O)O